4-(4-(2-(4-cyanopiperidin-1-yl)-2-oxoethyl)phenyl)-1H-pyrrolo[2,3-b]pyridin C(#N)C1CCN(CC1)C(CC1=CC=C(C=C1)C1=C2C(=NC=C1)NC=C2)=O